FC(C=1C=C(C=C(C1)C(F)(F)F)NC1=NOC2=C1C=CC(=C2)OC)(F)F N-(3,5-bis(trifluoromethyl)phenyl)-6-methoxybenzo[d]isoxazol-3-amine